methyl 4-bromo-1-methyl-1H-pyrazolo[4,3-c]pyridine-6-carboxylate BrC1=NC(=CC2=C1C=NN2C)C(=O)OC